C1(=CC=CC=C1)C1=C(C=C(C=C1)C1=CC=CC=C1)C1=CC(=C2C=CC(=C3C4=CC=CC5=C(C=CC(C1=C23)=C45)I)C4=CC=CC=C4)I 1-([1,1':4',1''-terphenyl]-2'-yl)-3,10-diiodo-6-phenylperylene